3-(5-bromo-3-methyl-2-oxo-2,3-dihydro-1H-benzo[d]imidazol-1-yl)-1-(4-methoxybenzyl)piperidine-2,6-dione BrC1=CC2=C(N(C(N2C)=O)C2C(N(C(CC2)=O)CC2=CC=C(C=C2)OC)=O)C=C1